C(C)(C)(C)OC(=O)N1CCN(CCC1)C1=NC=NC2=CC(=C(C=C12)OC)O 4-(7-hydroxy-6-methoxyquinazolin-4-yl)-1,4-diazacycloheptane-1-carboxylic acid tert-butyl ester